C(C=C)(=O)N1CC2C=3C(=NN(C3CCN2C(=O)[O-])C2=CC=C(C=C2)C(C)C)OCC1 7-acryloyl-2-(4-isopropylphenyl)-2,3,4,5a,6,7,8,9-octahydro-5H-10-oxa-1,2,5,7-tetraazacycloocta[cd]indene-5-carboxylate